O1CCN(C2=C1C=CC=C2)NC(=O)C=2C(=NC1=C(C=CC=C1C2N2CCOCC2)C2=C(C(=CC(=C2)F)F)F)C N-(2,3-dihydro-1,4-benzoxazin-4-yl)-2-methyl-4-morpholino-8-(2,3,5-trifluorophenyl)quinoline-3-carboxamide